C(=O)(O)C=1C=C(C=CC1C(=O)O)C12C(=O)OC(C1C=C(C=C2)C2=CC(=C(C=C2)C(=O)O)C(=O)O)=O 1,4-bis(3,4-dicarboxyphenyl)phthalic anhydride